CN1CCN(CC1)C[SiH2]C(OCC)OCC (4-methylpiperazine-1-yl)methyldiethoxymethylsilane